BrC=1C=2N(N=C(C1)Cl)C=C(N2)C2CC2 8-bromo-6-chloro-2-cyclopropylimidazo[1,2-b]pyridazine